ethyl 4-acetyl-2-methylsulfanyl-6-(1,4-oxazepan-4-yl)pyrimidine-5-carboxylate C(C)(=O)C1=NC(=NC(=C1C(=O)OCC)N1CCOCCC1)SC